C(CCCC)C(=O)CCCCCCCCCCCCCCCCCCCCCC n-docosyl pentyl ketone